ClC1=C(C(=C(C=C1)OC(C)C)I)F 1-Chloro-2-fluoro-3-iodo-4-isopropoxybenzene